C1(C(C1)C(=O)[O-])(C(=O)OC)C(=O)OC dimethyl cyclopropanetricarboxylate